COC1=C(C(=CC=C1)OC)C=1C(=C(C(NC1C1=CC=C(C=C1)F)=O)S(=O)(=O)C1=CC=C(C=C1)C1=C(C(=NC=C1)F)C)O 5-(2,6-dimethoxyphenyl)-3-((4-(2-fluoro-3-methylpyridin-4-yl)phenyl)sulfonyl)-6-(4-fluorophenyl)-4-hydroxypyridin-2(1H)-one